N[C@H]1CS(C2=C(N(C1=O)CC1=CC=C(C=C1)OCCCCCCCCCCCN)C=C(C(=C2)F)C=2OC(=NN2)C(C)(C)C)(=O)=O (3R)-3-amino-5-[4-(11-aminoundecoxy)benzyl]-7-(5-tert-butyl-1,3,4-oxadiazol-2-yl)-8-fluoro-1,1-diketo-2,3-dihydro-1λ6,5-benzothiazepin-4-one